N-[4-[2-chloro-3-(4-methylpiperazin-1-yl)phenoxy]-5-ethyl-6-[2-(isopropoxymethyl)phenyl]pyrimidin-2-yl]-1-methyl-pyrazole-4-sulfonamide ClC1=C(OC2=NC(=NC(=C2CC)C2=C(C=CC=C2)COC(C)C)NS(=O)(=O)C=2C=NN(C2)C)C=CC=C1N1CCN(CC1)C